[Si](C)(C)(C(C)(C)C)O[C@H]1[C@@H]([C@@H](O[C@]1(CCl)CO[Si](C)(C)C(C)(C)C)N1C(NC(C=C1)=O)=O)F 1-[(2R,3S,4R,5R)-4-[(tert-butyldimethylsilyl)oxy]-5-{[(tert-butyldimethylsilyl)oxy]methyl}-5-(chloromethyl)-3-fluorooxolan-2-yl]-3H-pyrimidine-2,4-dione